3,3,3-Trifluoroprop-1-en-2-yl 2,2-dimethyl-3-(3-(thiophen-3-yl)-1H-indazol-1-yl)propanoate CC(C(=O)OC(=C)C(F)(F)F)(CN1N=C(C2=CC=CC=C12)C1=CSC=C1)C